2-{[4-({2-[(4-chloro-2-fluorophenoxy)methyl]pyridin-4-yl}oxy)-2,5-difluorophenyl]methyl}-4-fluoro-1-{[(2S)-oxetan-2-yl]methyl}-1H-1,3-benzodiazole-6-carboxylic acid ClC1=CC(=C(OCC2=NC=CC(=C2)OC2=CC(=C(C=C2F)CC2=NC3=C(N2C[C@H]2OCC2)C=C(C=C3F)C(=O)O)F)C=C1)F